F[B-](F)(F)F.C(CCCCC)N1CN(C=C1)CCC[Si](OCC)(OCC)OCC 1-hexyl-3-(3-triethoxysilylpropyl)imidazole tetrafluoroborate